6-Chloro-5-(4-chloro-benzylsulfanyl)-1H-benzoimidazol ClC=1C(=CC2=C(NC=N2)C1)SCC1=CC=C(C=C1)Cl